methyl (2S)-2-methoxy-3-(triphenylmethoxy)propanoate CO[C@H](C(=O)OC)COC(C1=CC=CC=C1)(C1=CC=CC=C1)C1=CC=CC=C1